[Au].C(CC)N(CCC)CCC tripropylamine gold